NC=1N=CC(=NC1OC=1C=NN(C1)C1CCN(CC1)C)C1=CC(=C(CNC(C)=O)C(=C1)C)C N-(4-(5-amino-6-((1-(1-methylpiperidin-4-yl)-1H-pyrazol-4-yl)oxy)pyrazin-2-yl)-2,6-dimethylbenzyl)acetamide